C1(=CC=CC=C1)N=C(C)C1C(CCCC1)=NC1=C(C=CC=C1C)C 2-[1-(phenylimino)ethyl]-1-(2,6-dimethylphenylimino)cyclohexane